(benzo[b]thiophen-2-yl)-2-((3-chlorophenyl)(hydroxy)methyl)-3-oxopropanenitrile S1C2=C(C=C1C(C#N)(C=O)C(O)C1=CC(=CC=C1)Cl)C=CC=C2